C(C)OC(=O)C1=NN2C(CN(C(C2)C)CCN)=C1.C1(=CC=CC=C1)N(C1=CC=CC=C1)C1=CC=C2C(=CC3=CC=CC4=CC=C1C2=C34)N(C3=CC=CC=C3)C3=CC=CC=C3 1,4-bis(N,N-diphenylamino)pyrene ethyl-5-(2-aminoethyl)-6-methyl-6,7-dihydro-4H-pyrazolo[1,5-a]pyrazine-2-carboxylate